N[C@@]12[C@@H](CN(C1)C1=NC=3CC[C@@H](CC3C=C1)NC(=O)C1=C(C=3C(=NC(=CC3)C)S1)N)COC2 N-[(6S)-2-[(3aS,6aR)-3a-amino-hexahydro-1H-furo[3,4-c]pyrrol-5-yl]-5,6,7,8-tetrahydroquinolin-6-yl]-3-amino-6-methylthieno[2,3-b]pyridine-2-carboxamide